tert-butyl ((2R,3S)-3-amino-4-(methylamino)-4-oxobutan-2-yl)(cyclohexylmethyl)carbamate N[C@@H]([C@@H](C)N(C(OC(C)(C)C)=O)CC1CCCCC1)C(=O)NC